NC1=C(C=CC=C1)NC=1C=C(C=CC1)NC(OC(C)(C)C)=O tert-butyl (3-((2-aminophenyl)amino)phenyl)carbamate